FC1=CC(=C(C=C1C=1CCN(CC1)CC1=CC=C(C=C1)N1CCOCC1)NC(=O)C1=CNC(C=C1C(F)(F)F)=O)N1C[C@H](N([C@H](C1)C)C)C |r| N-[4-fluoro-5-[1-[(4-morpholin-4-ylphenyl)methyl]-3,6-dihydro-2H-pyridin-4-yl]-2-[rac-(3R,5S)-3,4,5-trimethylpiperazin-1-yl]phenyl]-6-oxo-4-(trifluoromethyl)-1H-pyridine-3-carboxamide